ClC=1C=C(C=C2CN(C(C12)=O)C1C(NC(CC1)=O)=O)C(=O)O 7-chloro-2-(2,6-dioxopiperidin-3-yl)-1-oxoisoindoline-5-carboxylic acid